NC=1C2=C(N=CN1)N1C(=C2C2=CC3=C(S2)C(=CC(=C3)C)OC)CN(CC1(C)C)C(C=C)=O 1-(4-amino-5-(7-methoxy-5-methylbenzo[b]thiophen-2-yl)-9,9-dimethyl-8,9-dihydropyrazino[1',2':1,5]pyrrolo[2,3-d]pyrimidin-7(6H)-yl)prop-2-en-1-one